N1N=NC=C1C1[C@H]2CN(C[C@@H]12)C(CCC=1C=NC(=NC1)NCCC1=CC=C(C=C1)Cl)=O 1-((1R,5S,6r)-6-(1H-1,2,3-triazol-5-yl)-3-azabicyclo[3.1.0]hexan-3-yl)-3-(2-((4-chlorophenethyl)amino)pyrimidin-5-yl)propan-1-one